3-bromo-4-fluoro-1-methyl-pyrazole BrC1=NN(C=C1F)C